C(C=C)(=O)N1CC2(CN(C2)C2=CC(=C(C=C2)C=2C=3N(C=C(C2)C=2C=NN(C2)C)N=CC3C#N)F)C1 4-(4-(6-propenoyl-2,6-diazaspiro[3.3]heptan-2-yl)-2-fluorophenyl)-6-(1-methyl-1H-pyrazol-4-yl)pyrazolo[1,5-a]pyridine-3-carbonitrile